N-[1-(benzothien-7-yl)ethyl]-2-methyl-propane-2-sulfinamide S1C=CC2=C1C(=CC=C2)C(C)NS(=O)C(C)(C)C